ClC=1C=NC(=C(C(=O)NC2CCC(CC2)CN2C(N(C3=C2C=CC=C3)C=3C=NC(=CC3)N(C)CCCO)=O)C1)C 5-chloro-N-((1r,4r)-4-((3-(6-((3-hydroxypropyl)(methyl)amino)pyridin-3-yl)-2-oxo-2,3-dihydro-1H-benzo[d]imidazol-1-yl)methyl)cyclohexyl)-2-methylnicotinamide